[Ce].[Na] Sodium-cerium